4-{4-[5-(Methylsulfonyl)-1,3-benzoxazol-2-yl]-4-methylpiperidin-1-yl}-1-methyl-2-oxo-1,2-dihydroquinoline-3-carbonitrile CS(=O)(=O)C=1C=CC2=C(N=C(O2)C2(CCN(CC2)C2=C(C(N(C3=CC=CC=C23)C)=O)C#N)C)C1